C(C1=CC=CC=C1)OC(=O)N\C(=C/[C@H]1CN(CCO1)C(=O)OCCCC)\C(=O)OC butyl (S,Z)-2-(2-(((benzyloxy)carbonyl)amino)-3-methoxy-3-oxoprop-1-en-1-yl)morpholine-4-carboxylate